CN(C=1N=NC(=C2C1N(C=C2)C)C2=CC=C(C=C2)C(F)(F)F)[C@H]2CN(CCC2)C (R)-N,1-dimethyl-N-(1-methylpiperidin-3-yl)-4-(4-(trifluoromethyl)phenyl)-1H-pyrrolo[2,3-d]pyridazin-7-amine